OC1=C(C(=CC(=C1C(C(C)C)=O)O)O)C(C(C)C)=O 1,1'-(2,4,6-trihydroxy-1,3-phenylene)bis(2-methylpropan-1-one)